FC(C(=O)O)(C(C(C(C(C(C(C(C(C(C(C(C(C(C(C(C(C(F)(F)F)(F)F)(F)F)(F)F)(F)F)(F)F)(F)F)(F)F)(F)F)(F)F)(F)F)(F)F)(F)F)(F)F)(F)F)(F)F)(F)F)F Perfluorononadecanoic Acid